2,2-dimethoxypropane Ethyl-3,5-dibromo-1-[2-(hydroxymethyl)pentyl]pyrazole-4-carboxylate C(C)OC(=O)C=1C(=NN(C1Br)CC(CCC)CO)Br.COC(C)(C)OC